Monoethyl-trimethyl-ammonium Ethyl-3-[(6-azabicyclo[3.1.0]hexan-3-yl)-2-ethylpyridin-3-yl]methyl-1-1-ethyl-1H-pyrazole-5-carboxylate C(C)OC(=O)C1=CC(=NN1CC)CC=1C(=NC=CC1C1CC2NC2C1)CC.C(C)[N+](C)(C)C